3-(hydroxymethylene)camphor OC=C1C(C2(CCC1C2(C)C)C)=O